(S)-4-(4-propenoyl-3-(cyanomethyl)piperazin-1-yl)-6,7-dichloro-1-(2-isopropyl-4-methylpyridin-3-yl)-2-oxo-1,2-dihydro-1,8-naphthyridine-3-carbonitrile C(C=C)(=O)N1[C@H](CN(CC1)C1=C(C(N(C2=NC(=C(C=C12)Cl)Cl)C=1C(=NC=CC1C)C(C)C)=O)C#N)CC#N